(2r,3r)-3-aminobutan-2-ol N[C@@H]([C@@H](C)O)C